ClC1=NC(=NC(=N1)O[C@@H](C)[C@H]1N(C[C@@H](C1)F)C)N1CCOCC(C1)(O)C(F)F 4-(4-Chloro-6-((S)-1-((2S,4R)-4-fluoro-1-methylpyrrolidin-2-yl)ethoxy)-1,3,5-triazin-2-yl)-6-(difluoromethyl)-1,4-oxazepan-6-ol